N1=C(C=CC=C1)CN(CC1=NC=CC=C1)CC1=NC=C(C(=O)NCCSC(C2=CC=CC=C2)(C2=CC=CC=C2)C2=CC=CC=C2)C=C1 6-((bis(pyridin-2-ylmethyl)amino)methyl)-N-(2-(tritylthio)ethyl)nicotinamide